bis((7-(4-(4-(benzo[b]thiophen-4-yl)piperazin-1-yl)butoxy)-2-oxoquinolin-1(2H)-yl)methyl) octanedioate C(CCCCCCC(=O)OCN1C(C=CC2=CC=C(C=C12)OCCCCN1CCN(CC1)C1=CC=CC=2SC=CC21)=O)(=O)OCN2C(C=CC1=CC=C(C=C21)OCCCCN2CCN(CC2)C2=CC=CC=1SC=CC12)=O